2-chloro-N-(1-isopropylpiperidin-4-yl)-9-(3-(pyrrolidin-1-yl)propyl)-9H-purin-6-amine ClC1=NC(=C2N=CN(C2=N1)CCCN1CCCC1)NC1CCN(CC1)C(C)C